C(C)N1C=2N(C3=CC=C(C=C3C1=O)S(=O)(=O)NC1(CC1)C)[C@H](CN2)C(C)C (S)-4-ethyl-1-isopropyl-N-(1-methylcyclopropyl)-5-oxo-1,2,4,5-tetrahydroimidazo[1,2-a]quinazoline-7-sulfonamide